(3R,7S)-7-(((tert-butyldiphenylsilyl)oxy)methyl)-2-(3,4-dichlorobenzoyl)-3-methyl-1,2,3,4,8,9-hexahydropyrido[4',3':3,4]Pyrazolo[1,5-a]Pyrazin-10(7H)-one [Si](C1=CC=CC=C1)(C1=CC=CC=C1)(C(C)(C)C)OC[C@@H]1CNC(C=2N1N=C1C2CN([C@@H](C1)C)C(C1=CC(=C(C=C1)Cl)Cl)=O)=O